O[C@H]1C[C@@H](N(C1)C(=O)OC(C)(C)C)COC1=CC(=C(C=C1)C)C(NC1(CC1)C1=CC=CC2=CC=CC=C12)=O |r| rac-(2R,4S)-tert-Butyl 4-hydroxy-2-((4-methyl-3-((1-(naphthalen-1-yl)cyclopropyl)carbamoyl)phenoxy) methyl)pyrrolidine-1-carboxylate